2-(2-vinyloxyethoxy)ethylacrylate C(=C)OCCOCCOC(C=C)=O